C(C)(C)(C)OC([C@@H](CCOCC1=CC=CC=C1)O)=O |r| Racemic-tert-butyl-4-(benzyloxy)-2-hydroxybutanoate